N-(1-(benzo[b]thiophen-3-yl)-2-(benzylamino)-2-oxoethyl)-2-ethynyl-N-(4-(oxazol-5-yl)phenyl)thiazole-4-carboxamide S1C2=C(C(=C1)C(C(=O)NCC1=CC=CC=C1)N(C(=O)C=1N=C(SC1)C#C)C1=CC=C(C=C1)C1=CN=CO1)C=CC=C2